CN(C)CC1CN(CCC1(O)C=1C=C(C(=O)N)C=CC1)CCCC1=CC=CC=C1 anti-3-[3-[(Dimethylamino)methyl]-4-hydroxy-1-(3-phenylpropyl)piperidin-4-yl]benzamid